C1(CCCC1)C1=CC(=NN1)NC1=CC=NC=C1N 4-(5-cyclopentanyl-1H-pyrazol-3-yl)amino-5-aminopyridine